C(C1=CC=CC=C1)OC(=O)N1CCC(CC1)COCCC1CCNCC1 4-((2-(piperidin-4-yl)ethoxy)methyl)piperidine-1-carboxylic acid benzyl ester